ClC=1N=C(C2=C(N1)C=CN=C2)N 2-chloropyrido[4,3-d]pyrimidin-4-amine